C(C)(C)C1(CCCN2C1C=1OC3=CC=CC=C3C1CC2)O α-Isopropyl-1,3,4,5,6,11b-Hexahydro-2H-11-oxa-4a-aza-benzo[a]fluoren-1-ol